(S)-N-(4-(4-acetylpiperazin-1-yl)-2-methoxyphenyl)-3-(1H-indol-3-yl)-2-(4-methylphenylsulfonamido)propanamide ethane-1,2-diyl-bis(2-bromo-2-methylpropanoate) C(CCC(C(=O)O)(Br)C)CC(C(=O)O)(C)Br.C(C)(=O)N1CCN(CC1)C1=CC(=C(C=C1)NC([C@H](CC1=CNC2=CC=CC=C12)NS(=O)(=O)C1=CC=C(C=C1)C)=O)OC